NC1=C(C(=NN1C(C(F)(F)F)C)C1=NC=C(C=C1)Br)C#N 5-Amino-3-(5-bromopyridin-2-yl)-1-(1,1,1-trifluoropropan-2-yl)pyrazole-4-carbonitrile